FC1=CC2=C(N=C(S2)SC2=CC=C(C=C2)C)C=C1 6-fluoro-2-(p-tolylthio)benzo[d]thiazole